ClC=1C(=C(C=CC1)NC1=NC=NC2=CC=C(C(=C12)C)NC(\C=C\CNC1CCC1)=O)F (E)-N-(4-((3-chloro-2-fluorophenyl)amino)-5-methyl-quinazolin-6-yl)-4-(cyclobutylamino)but-2-enamide